[K].O\C(=C/CC)\C1C(OC2=C1C=CC=C2)=O (Z)-3-(1-hydroxybutenyl)benzofuran-2-one potassium salt